[3-[6-(2-chlorophenoxy)-3-pyridinyl]azetidin-1-yl]-[(3R)-3-(tetrazol-1-yl)pyrrolidin-1-yl]methanone ClC1=C(OC2=CC=C(C=N2)C2CN(C2)C(=O)N2C[C@@H](CC2)N2N=NN=C2)C=CC=C1